7-allyl-2-amino-9-((2R,3R,4S,5R)-3,4-dihydroxy-5-(hydroxymethyl)tetrahydrofuran-2-yl)-7,9-dihydro-1H-purine-6,8-dione C(C=C)N1C(N(C=2N=C(NC(C12)=O)N)[C@@H]1O[C@@H]([C@H]([C@H]1O)O)CO)=O